1-((1-(Tetrahydro-2H-pyran-2-yl)-1H-indazol-6-yl)oxy)-2,3-dihydro-1H-indene-5-carbonitrile O1C(CCCC1)N1N=CC2=CC=C(C=C12)OC1CCC2=CC(=CC=C12)C#N